4-((4-((2S,6R)-4-ethyl-6-methyl-5-oxomorpholin-2-yl)piperidin-1-yl)methyl)benzonitrile C(C)N1C[C@@H](O[C@@H](C1=O)C)C1CCN(CC1)CC1=CC=C(C#N)C=C1